Cl.N[C@@H]1CN(CCC1(F)F)C1=NC2=C(N1CC1=NC=C(C#N)C=C1)C=CC=C2 (R)-6-((2-(3-amino-4,4-difluoropiperidin-1-yl)-1H-benzo[d]imidazol-1-yl)methyl)nicotinonitrile hydrochloride